OCCNCCN1C(C=CC=C1)=O 1-[2-(2-hydroxyethylamino)ethyl]pyridin-2-one